NCC1(CCN(CC1)C=1C(=NC(=C(N1)C)C1=C(C(=CC=C1)Cl)Cl)CO)COCC1=CC=CC=C1 (3-(4-(aminomethyl)-4-((benzyloxy)methyl)piperidin-1-yl)-6-(2,3-dichlorophenyl)-5-methylpyrazin-2-yl)methanol